C(=O)(N)NS(=O)(=O)NC(=O)N The molecule is a sulfuric amide and a member of ureas. It has a role as an EC 2.2.1.6 (acetolactate synthase) inhibitor.